FC=1C=C(NC(C)C=2C=C(C=C3C(C=C(OC23)N2CCOCC2)=O)S(=O)(=O)NC)C=C(C1)F 8-[1-(3,5-difluoroanilino)ethyl]-N-methyl-2-morpholino-4-oxo-chromene-6-sulfonamide